FC(CN1C2=C(C=C1C(=O)O)C=CO2)(F)F 6-(2,2,2-trifluoroethyl)-6H-furo[2,3-b]pyrrole-5-carboxylic acid